C1(CCC(CC1)C(=O)Cl)C(=O)Cl Cyclohexan-1,4-dicarbonylchlorid